IC=1N(C2=CC=CC(=C2C1)N)CC(F)(F)F 2-iodo-1-(2,2,2-trifluoroethyl)indol-4-ylamine